(E)-1-[2-(4-Fluorophenyl)phenyl]-3-(4-hydroxyphenyl)prop-2-en-1-one FC1=CC=C(C=C1)C1=C(C=CC=C1)C(\C=C\C1=CC=C(C=C1)O)=O